C(C)(C)(C)OC(=O)NC[C@@H](C(=O)OC)NC(C1=C(C=C(C=C1)NC=1C=2N(C=CN1)C(=CN2)C2=C(C(=C(C=C2)OC)F)F)CC)=O Methyl (S)-3-((tert-butoxycarbonyl)amino)-2-(4-((3-(2,3-difluoro-4-methoxyphenyl)imidazo[1,2-a]pyrazin-8-yl)amino)-2-ethylbenzamido)propanoate